N-Boc-2-(2-Aminoethoxy)ethanamine C(=O)(OC(C)(C)C)NCCOCCN